N-(2-methylthioethoxy)-5-ethylsulfonyl-6-(6-pentafluoroethyl-3-methyl-3H-imidazo[4,5-c]pyridazin-2-yl)nicotinamide CSCCONC(C1=CN=C(C(=C1)S(=O)(=O)CC)N1NC=2C(=CC1C)N=C(N2)C(C(F)(F)F)(F)F)=O